NC1=NC=2C(=CC=CC2C=2N1C=C(N2)C(=O)N2CCC1(CCCO1)CC2)OC (5-amino-7-methoxyimidazo[1,2-c]quinazolin-2-yl)(1-oxa-8-azaspiro[4.5]decan-8-yl)methanone